tert-butyl(2-((3-(4-methoxypyridin-2-yl)-1,2,4-thiadiazol-5-yl)amino)-5-(trifluoromethyl)pyridin-3-yl)(methyl)carbamate C(C)(C)(C)OC(N(C)C=1C(=NC=C(C1)C(F)(F)F)NC1=NC(=NS1)C1=NC=CC(=C1)OC)=O